ClC=1C=C(C=NC1N1N=CC=N1)NC(=O)C=1C=NN(C1C(F)(F)F)C=1C=2N(C=CC1)N=CC2 N-(5-chloro-6-(2H-1,2,3-triazol-2-yl)pyridin-3-yl)-1-(pyrazolo[1,5-a]pyridin-4-yl)-5-(trifluoromethyl)-1H-pyrazole-4-carboxamide